C1(CCC1)C1=CC(=C(C(=O)N2CCC(CC2)C2=C(C#N)C=CC=C2)C=C1C1=NN=C(N1)C(F)(F)F)C (1-(4-cyclobutyl-2-methyl-5-(5-(trifluoromethyl)-4H-1,2,4-triazol-3-yl)benzoyl)piperidin-4-yl)benzonitrile